tert-butyl (1-(2-(3-amino-6-(3-(trifluoromethyl)pyridin-2-yl)pyrazine-2-carboxamido)pyridin-3-yl)-4-methylpiperidin-4-yl)carbamate NC=1C(=NC(=CN1)C1=NC=CC=C1C(F)(F)F)C(=O)NC1=NC=CC=C1N1CCC(CC1)(C)NC(OC(C)(C)C)=O